5-bromo-2-(tert-butylsulfanyl)-4-methoxybenzaldehyde BrC=1C(=CC(=C(C=O)C1)SC(C)(C)C)OC